3-(3,4-Dimethoxyphenyl)-1-phenyl-1-propanone COC=1C=C(C=CC1OC)CCC(=O)C1=CC=CC=C1